cetyl isooctaNoate C(CCCCC(C)C)(=O)OCCCCCCCCCCCCCCCC